OC1=CC=C(C=C1)C(=C(CC)C1=CC=C(C=C1)O)C1=CC=C(OCCN(C)CC2=CC(=C3C(N(C(C3=C2)=O)C2C(NC(CC2)=O)=O)=O)Br)C=C1 6-(((2-(4-(1,2-bis(4-hydroxyphenyl)but-1-en-1-yl)phenoxy)ethyl)(methyl)amino)methyl)-4-Bromo-2-(2,6-dioxopiperidin-3-yl)isoindoline-1,3-dione